NC=1C=C(C(=O)OC)C=CN1 methyl 2-aminoisonicotinate